S(SSSO)O tetrathioalcohol